C(CC)(=O)OSC1=CC2=CC=C(C=C2C=C1OC)CC(C)(C)C ((3-methoxy-6-neopentylnaphthalen-2-yl) thio) propionate